(S)-4-(cyclopropylethynyl)-6-fluoro-1-(4-methoxybenzyl)-7-(((4-methoxybenzyl)oxy)methyl)-3-methyl-4-(trifluoromethyl)-3,4-dihydroquinazolin-2(1H)-one C1(CC1)C#C[C@@]1(N(C(N(C2=CC(=C(C=C12)F)COCC1=CC=C(C=C1)OC)CC1=CC=C(C=C1)OC)=O)C)C(F)(F)F